2-(2,4-dioxotetrahydropyrimidin-1(2H)-yl)-5-((4-(2-methyl-5-phenylthieno[2,3-d]pyrimidin-4-yl)-3,6-dihydropyridin-1(2H)-yl)methyl)isoindoline-1,3-dione O=C1N(CCC(N1)=O)N1C(C2=CC=C(C=C2C1=O)CN1CCC(=CC1)C=1C2=C(N=C(N1)C)SC=C2C2=CC=CC=C2)=O